1-(6,7-dihydro-5H-benzo[6,7]cyclohepta[1,2-c]pyridazin-3-yl)-N3-(6-(3-(4-(piperidin-1-yl)piperidin-1-yl)-(E)-propenyl)pyridin-3-yl)-1H-1,2,4-triazole-3,5-diamine N1=NC(=CC2=C1C1=C(CCC2)C=CC=C1)N1N=C(N=C1N)NC=1C=NC(=CC1)\C=C\CN1CCC(CC1)N1CCCCC1